(2S,6R)-9-(trifluoromethyl)-3,4,5,6-tetrahydro-2H-2,6-methanobenzo[b][1,5]oxazocine FC(C=1C=CC2=C(O[C@H]3CCN[C@@H]2C3)C1)(F)F